tert-butyl (1-(2-(4-(4-((2,6-dioxopiperidin-3-yl)amino)-2,5-difluorophenyl)piperazin-1-yl)ethyl) piperidin-4-yl)carbamate O=C1NC(CCC1NC1=CC(=C(C=C1F)N1CCN(CC1)CCN1CCC(CC1)NC(OC(C)(C)C)=O)F)=O